C(#N)C=1C=C(OC[C@@H]2CN(CC[C@@H]2C2=CC=C(C=C2)OC)C(=O)OC(C)(C)C)C=CC1 |r| (+/-)-cis-tert-Butyl 3-[(3-Cyanophenoxy)methyl]-4-(4-methoxyphenyl)piperidine-1-carboxylate